FCCN1N=NC2=C1C=C(C=C2)C=2C=CN1N=C(N=C(C12)OC([2H])([2H])[2H])NC1CCN(CC1)C1COC1 5-(1-(2-fluoroethyl)-1H-benzo[d][1,2,3]triazol-6-yl)-4-(methoxy-d3)-N-(1-(oxetan-3-yl)piperidin-4-yl)pyrrolo[2,1-f][1,2,4]triazin-2-amine